2,3-dimethyl-1H-pyrazole CN1NC=CC1C